(1s,2s)-2-fluoro-N-(6-(4-methylpyridin-3-yl)imidazo[1,2-a]pyridin-2-yl)cyclopropane-1-carboxamide F[C@@H]1[C@@H](C1)C(=O)NC=1N=C2N(C=C(C=C2)C=2C=NC=CC2C)C1